FC(C)(F)C1=NC(=NN1C)C=1C=CC(=NC1C)N[C@@H]1CN(CC1)C(=O)OC(C)(C)C tert-butyl (3S)-3-({5-[5-(1,1-difluoroethyl)-1-methyl-1H-1,2,4-triazol-3-yl]-6-methylpyridin-2-yl}amino)pyrrolidine-1-carboxylate